Ethyl 2-(4-((2,5-dioxo-3-(4-(trifluoromethyl)phenyl)imidazolidin-1-yl)methyl)-2,6-dimethylphenoxy)-2-methyl-propionate O=C1N(C(CN1C1=CC=C(C=C1)C(F)(F)F)=O)CC1=CC(=C(OC(C(=O)OCC)(C)C)C(=C1)C)C